C(C1=CC=CC=C1)O[C@H]1C[C@H](N(C1)C(=O)OC(C)(C)C)C(=O)O (2s,4s)-4-(benzyloxy)-1-(tert-butoxy-carbonyl)pyrrolidine-2-carboxylic acid